N-(5-((6-((R)-3-(2,3-difluorophenyl)-isoxazolidine-2-yl)pyrimidine-4-yl)amino)-4-methoxy-2-(4-(oxetane-3-yl)piperazine-1-yl)phenyl)acrylamide FC1=C(C=CC=C1F)[C@@H]1N(OCC1)C1=CC(=NC=N1)NC=1C(=CC(=C(C1)NC(C=C)=O)N1CCN(CC1)C1COC1)OC